ClC(=O)OCCCCCCCCCCC n-undecyl chloroformate